(S)-4-(6-((S)-4-(4-methylpyrazolo[1,5-a]pyridin-2-yl)-1,4,6,7-tetrahydro-5H-imidazo[4,5-c]pyridin-5-yl)pyrimidin-4-yl)-2-phenylmorpholine CC=1C=2N(C=CC1)N=C(C2)[C@H]2N(CCC1=C2N=CN1)C1=CC(=NC=N1)N1C[C@@H](OCC1)C1=CC=CC=C1